4-((1-(4-(tert-butyl)piperidine-1-carbonyl)cyclopentyl)methylamino)trifluoromethylbenzene C(C)(C)(C)C1CCN(CC1)C(=O)C1(CCCC1)CNC1=CC=C(C=C1)C(F)(F)F